CC1=C(C(=NO1)C2=C(C=CC=C2Cl)Cl)C(=O)N[C@H]3[C@@H]4N(C3=O)[C@H](C(S4)(C)C)C(=O)O The molecule is a penicillin that is 6-aminopenicillanic acid in which one of the amino hydrogens is replaced by a 3-(2,6-dichlorophenyl)-5-methyl-1,2-oxazol-4-yl]formyl group. It has a role as an antibacterial drug. It is a penicillin and a dichlorobenzene. It is a conjugate acid of a dicloxacillin(1-).